C1(=C(C=CC=C1)NC(=O)C=1C(=NN(C1)C=1SC=CN1)C)C N-(o-tolyl)-3-methyl-1-(thiazol-2-yl)-1H-pyrazole-4-carboxamide